[K].CC1(CC1)C1=NC(=NO1)C(=O)O 5-(1-methylcyclopropyl)-1,2,4-oxadiazole-3-carboxylic acid potassium